COC1=CC=2C(C(C3=CC(=CC=C3C2C=C1)OC)=O)=O 2,7-dimethoxy-9,10-phenanthrenequinone